C1(CC1)C=1C=NN(C1CO[C@H]1[C@@H]2CN([C@H](C1)C2)C2=C(C=C(C=C2)CCC(=O)O)F)C2=C(C=CC=C2C)C 3-{4-[(1S,4S,5R)-5-{[4-cyclopropyl-1-(2,6-dimethylphenyl)-1H-pyrazol-5-yl]methoxy}-2-azabicyclo[2.2.1]heptan-2-yl]-3-fluorophenyl}propanoic acid